sulfur iron molybdenum [Mo].[Fe].[S]